C(C)OC=1C(=CNC(C1)=O)C1=CC(=C(C=C1)CC(=O)NC=1C=C(C(=O)NCCN2C[C@@H](CC2)C)C=C(C1)C(F)(F)F)F 3-[[2-[4-(4-ethoxy-6-oxo-1H-pyridin-3-yl)-2-fluoro-phenyl]acetyl]amino]-N-[2-[(3R)-3-methylpyrrolidin-1-yl]ethyl]-5-(trifluoromethyl)benzamide